tert-butyl (S)-(1-((3-(3-((3-carbamoyl-6-(dimethylamino)-5-ethylpyrazin-2-yl)amino)-5-fluorophenoxy)propyl)amino)-1-oxopropan-2-yl)(methyl)carbamate C(N)(=O)C=1C(=NC(=C(N1)CC)N(C)C)NC=1C=C(OCCCNC([C@H](C)N(C(OC(C)(C)C)=O)C)=O)C=C(C1)F